barium boroxine O1BOBOB1.[Ba]